C(#C)C1=C2C=CC=CC2=CC=C1 5-acetylenyl-naphthalene